PIPERIDINOPYRIMIDINE C1CCN(CC1)C2=NC=CC=N2